2-(4-cyclopropyl-3-methylphenoxy)tetrahydro-2H-pyran C1(CC1)C1=C(C=C(OC2OCCCC2)C=C1)C